NCC(C=1SC=CC1)NS(=O)C(C)(C)C N-[2-amino-1-(2-thienyl)ethyl]-2-methyl-propane-2-sulfinamide